5-Chloro-4-(1-(4-((4-ethylpiperazin-1-yl)methyl)-2-methylphenyl)-1H-pyrazol-4-yl)-N-(1-((1-methyl-1H-imidazol-4-yl)sulfonyl)piperidin-4-yl)pyrimidin-2-amine ClC=1C(=NC(=NC1)NC1CCN(CC1)S(=O)(=O)C=1N=CN(C1)C)C=1C=NN(C1)C1=C(C=C(C=C1)CN1CCN(CC1)CC)C